3-bromo-4-{[1,2,4]triazolo[1,5-a]pyridin-5-yl}benzonitrile BrC=1C=C(C#N)C=CC1C1=CC=CC=2N1N=CN2